4-amino-N-(3-methoxy-2,6-dimethyl-phenyl)-2-[(1-methylpyrazol-3-yl)amino]thiazole-5-carboxamide NC=1N=C(SC1C(=O)NC1=C(C(=CC=C1C)OC)C)NC1=NN(C=C1)C